C(#C)[Si](C=1SC=CC1)(C=1SC=CC1)C#C diacetylenyl-di(2-thienyl)silane